FC(CCN(CC[C@@H](C(=O)O)NC1=NC(=NC=C1)C(F)(F)F)CCCCC1=NC=2NCCCC2C=C1)F (S)-4-((3,3-difluoropropyl)(4-(5,6,7,8-tetrahydro-1,8-naphthyridin-2-yl)butyl)amino)-2-((2-(trifluoromethyl)pyrimidin-4-yl)amino)butanoic acid